1,2,3,4-tetrahydroisoquinolin-8-ol C1NCCC2=CC=CC(=C12)O